CN1N=CC2=CC=C(C=C12)CC#N 2-(1-methyl-1H-indazol-6-yl)acetonitrile